6-(2,6-Dichloro-4-(5,6-dimethoxypyridin-3-yl)phenoxy)-4-isopropylpyridin-3(2H)-one ClC1=C(OC=2C=C(C(CN2)=O)C(C)C)C(=CC(=C1)C=1C=NC(=C(C1)OC)OC)Cl